N(=[N+]=[N-])C1=CC=C(C=C1)\C=C\C(=O)C1=CC=C(C=C1)N1CCOCC1 4-azido-4'-morpholinochalcone